FC=1C=C(OC=2C=C(C(=C(C2)NC(=O)C2N(C(CC2)=O)C)F)OC)C=CC1F N-(5-(3,4-difluorophenoxy)-2-fluoro-3-methoxyphenyl)-1-methyl-5-oxopyrrolidine-2-carboxamide